ClC=1C=CC(=C(C1)C1=CC(N(C=C1OC)C(C(=O)O)CC)=O)N1N=NC(=C1)C(F)(F)F 2-[4-{5-chloro-2-[4-(trifluoromethyl)-1H-1,2,3-triazol-1-yl]Phenyl}-5-methoxy-2-oxopyridin-1(2H)-yl]Butyric acid